C(C)(C)C1=NN(C(=C1)C(C)C)C1=CC=C(C=C1)C1CN(C1)C(=O)OC(C)(C)C tert-Butyl 3-[4-(3,5-diisopropylpyrazol-1-yl)phenyl]azetidine-1-carboxylate